8-chloro-6-(2-fluorophenyl)-N-(2-ureidoethyl)-4H-[1,2,4]triazolo[1,5-a][1,4]benzodiazepine-2-carboxamide ClC=1C=CC2=C(C(=NCC=3N2N=C(N3)C(=O)NCCNC(=O)N)C3=C(C=CC=C3)F)C1